4,6-bis(octylmercaptomethyl)-o-cresol C(CCCCCCC)SCC=1C=C(C(=C(C1)CSCCCCCCCC)O)C